NC=1C=C2CN(C(C2=CC1)=O)C1CCCC1 5-amino-2-cyclopentylisoindolin-1-one